C(C)(=O)O[C@@H]1[C@H](O[C@H]([C@@H]1OC(C)=O)N1N=CC=2C1=NC(=CC2N[C@@H]2CCC1=CC=C(C=C21)F)Cl)COC(C)=O (2R,3R,4R,5R)-2-(acetoxymethyl)-5-(6-chloro-4-(((R)-6-fluoro-2,3-dihydro-1H-inden-1-yl)amino)-1H-pyrazolo[3,4-b]pyridin-1-yl)tetrahydrofuran-3,4-diyl diacetate